4-((3R,5S)-3,5-dimethylpiperazin-1-yl)-N-(7-fluoro-[1,2,4]triazolo[1,5-a]pyridin-6-yl)-2,3-dihydro-1H-pyrrolo[2,3-b]pyridine-1-carboxamide formate C(=O)O.C[C@@H]1CN(C[C@@H](N1)C)C1=C2C(=NC=C1)N(CC2)C(=O)NC=2C(=CC=1N(C2)N=CN1)F